C1(CC1)N1C(N(C2=CC(=CC=3C2=C1N=CN3)CO)CC3=CC=C(C=C3)OC)=O 3-Cyclopropyl-8-(hydroxymethyl)-1-(4-methoxybenzyl)-1H-pyrimido[4,5,6-de]quinazolin-2(3H)-one